dimethyl-benzene hexafluorophosphate salt F[P-](F)(F)(F)(F)F.CC1=C(C=CC=C1)C